tert-butyl 4-((2,6-difluorophenyl)carbamoyl)-4-methylpiperidine-1-carboxylate FC1=C(C(=CC=C1)F)NC(=O)C1(CCN(CC1)C(=O)OC(C)(C)C)C